BrC1=CC=C2C(=N1)C(CN2C2=NC(=NC=C2)NC=2C(=CC(=C(C2)NC(C=C)=O)N(C)CCN(C)C)OC)(C)C N-(5-((4-(5-bromo-3,3-dimethyl-2,3-dihydro-1H-pyrrolo[3,2-b]pyridin-1-yl)pyrimidin-2-yl)amino)-2-((2-(dimethylamino)ethyl)(methyl)amino)-4-methoxyphenyl)acrylamide